ClC1=NC=2C(N3CCCC3=NC2C(=N1)C1=C(C=C(C=C1)Cl)F)=O 11-chloro-13-(4-chloro-2-fluoro-phenyl)-2,7,10,12-tetrazatricyclo-[7.4.0.03,7]trideca-1(9),2,10,12-tetraen-8-one